o-fluorophenyl-(phenylthio)acetylene FC1=C(C=CC=C1)C#CSC1=CC=CC=C1